N-(2-(4-(2-hydroxyethoxy)-3,5-dimethylphenyl)-4-oxo-3,4-dihydroquinazolin-6-yl)acetamide OCCOC1=C(C=C(C=C1C)C1=NC2=CC=C(C=C2C(N1)=O)NC(C)=O)C